Diethyl (R)-2-amino-2-(2-nitrophenyl)succinate N[C@](C(=O)OCC)(CC(=O)OCC)C1=C(C=CC=C1)[N+](=O)[O-]